C1(=CC=CC=C1)/C(=C(/CC)\C1=CC=CC=C1)/C1=CC=C(C=C1)/C=C/C(=O)O (2E)-3-{4-[(1E)-1,2-diphenylbut-1-enyl]phenyl}acrylic acid